[2-(difluoromethoxy)-5-fluorophenyl]-2-hydroxyacetic acid FC(OC1=C(C=C(C=C1)F)C(C(=O)O)O)F